(2R,4R)-N-((S)-1-((3-chloro-5-cyanobenzyl)amino)-1-oxopropan-2-yl)-4-phenylpyrrolidine-2-carboxamide trifluoroacetate salt FC(C(=O)O)(F)F.ClC=1C=C(CNC([C@H](C)NC(=O)[C@@H]2NC[C@H](C2)C2=CC=CC=C2)=O)C=C(C1)C#N